COC1=CC=C(C=C1)S(=O)(=O)C1C(CCC1)C(=O)OC Methyl 2-((4-methoxyphenyl)sulfonyl)cyclopentane-1-carboxylate